N1-((ethyl)Iminomethylene)-N3,N3-dimethylpropane-1,3-diamine hydrochloride Cl.C(C)N=C=NCCCN(C)C